FC(N1C2=C(C=3C=CC(=CC13)C=1C=NC(=C(C#N)C1)N1CCC(CC1)CCN1CCN(CC1)C=1C=C3CN(C(C3=CC1)=O)C1C(NC(CC1)=O)=O)C=NC=C2)F 5-(5-(difluoromethyl)-5H-pyrido[4,3-b]indol-7-yl)-2-(4-(2-(4-(2-(2,6-dioxopiperidin-3-yl)-1-oxoisoindolin-5-yl)piperazin-1-yl)ethyl)piperidin-1-yl)nicotinonitrile